C1(=CC=CC=C1)C1=CC=C(N=N1)NC=1C=C(C(=O)NCC=2SC=CC2)C=CC1 3-[(6-phenylpyridazin-3-yl)amino]-N-[(thiophen-2-yl)methyl]benzamide